N-(4-methoxybenzyl)-6-morpholino-3-(trifluoromethyl)imidazo[1,2-b]pyridazin-8-amine COC1=CC=C(CNC=2C=3N(N=C(C2)N2CCOCC2)C(=CN3)C(F)(F)F)C=C1